2-(4-(hydroxymethyl)benzyl)-6-(2-(2,2,2-trifluoroethoxy)pyrimidin-5-yl)pyridazin-3(2H)-one OCC1=CC=C(CN2N=C(C=CC2=O)C=2C=NC(=NC2)OCC(F)(F)F)C=C1